CCCCCCCCCCCCCCCCCC(=O)OCC(COC(=O)CCCCCCC/C=C/CCCCCCCC)OC(=O)CCCCCCCCCCCCCCCCC Glycerol 1,2-dioctadecanoate 3-(9Z-octadecenoate)